F[Sb-](F)(F)(F)(F)F.OC(COC1=CC=C(C=C1)[IH+])CCCCCCCCCCCC [4-[(2-hydroxytetradecyl)-oxy]-phenyl]-iodonium hexafluoroantimonate